(S)-5-bromo-4-(3-((tert-butoxycarbonyl)amino)-3-methylpyrrolidin-1-yl)nicotinic acid BrC=1C=NC=C(C(=O)O)C1N1C[C@@](CC1)(C)NC(=O)OC(C)(C)C